C(=O)(C=C)N1CCC(CCC1)(C)C N-acryl-4,4-dimethylhexamethyleneimine